4-amino-7-fluoro-N-((4S)-8-fluoro-7-(trifluoromethyl)-3,4-dihydro-1H-2-benzopyran-4-yl)-N,1-dimethyl-1H-pyrazolo[4,3-c]-quinoline-8-carboxamide NC1=NC=2C=C(C(=CC2C2=C1C=NN2C)C(=O)N(C)[C@@H]2COCC1=C2C=CC(=C1F)C(F)(F)F)F